S1C(=NC2=C1C=CC=C2)C2=C(N)C=CC=C2 2-(1,3-benzothiazol-2-yl)aniline